bis(dimethyl (methoxyethyl) silyl) methoxy phosphate P(=O)(O[Si](CCOC)(C)C)(O[Si](CCOC)(C)C)OOC